(3-bromo-2-methylphenyl)-5-((3-(bromomethyl)oxetan-3-yl)methyl)-1-methyl-4,5,6,7-tetrahydro-1H-imidazo[4,5-c]pyridine-2-carboxamide BrC=1C(=C(C=CC1)C1N(CCC2=C1N=C(N2C)C(=O)N)CC2(COC2)CBr)C